C(C)C1=CC2=C(N=C(N=C2C(C)=O)C)C=2N1C=NC2C 1-(6-ethyl-2,10-dimethylimidazo[1',5':1,2]pyrido[3,4-d]pyrimidin-4-yl)ethan-1-one